N-α-benzyloxycarbonyl-L-ornithine C1=CC=C(C=C1)COC(=O)N[C@@H](CCCN)C(=O)O